3-(3,4-difluoro-2-methoxyphenyl)-5-methyl-N-(2-sulfamoylpyridin-4-yl)-5-(trifluoromethyl)tetrahydrothiophene-2-carboxamide lanthanum perchlorate salt Cl(=O)(=O)(=O)[O-].[La+3].FC=1C(=C(C=CC1F)C1C(SC(C1)(C(F)(F)F)C)C(=O)NC1=CC(=NC=C1)S(N)(=O)=O)OC.Cl(=O)(=O)(=O)[O-].Cl(=O)(=O)(=O)[O-]